2-chloro-5-{[(3,3-dimethylbutyryl)amino]methyl}-N-(1-methyl-1H-indazol-4-yl)benzamide tert-butyl-4-hydroxy-3-(hydroxymethyl)benzoate C(C)(C)(C)OC(C1=CC(=C(C=C1)O)CO)=O.ClC1=C(C(=O)NC2=C3C=NN(C3=CC=C2)C)C=C(C=C1)CNC(CC(C)(C)C)=O